4-[(1,3-Dimethyl-azetidin-3-yl)-hydroxy-(4-trifluoromethoxy-phenyl)-methyl]-phenol CN1CC(C1)(C)C(C1=CC=C(C=C1)O)(C1=CC=C(C=C1)OC(F)(F)F)O